C(C)(C)(C)OC(=O)N1CCN(CC1)C1=NC=C(C=C1Cl)COC1=CC(=CC=C1)CNC(=O)OC(C)(C)C 4-[5-[[3-[(tert-Butoxycarbonylamino)methyl]phenoxy]methyl]-3-chloro-2-pyridinyl]piperazine-1-carboxylic acid tert-butyl ester